3-chloro-5-(difluoromethyl)phenol ClC=1C=C(C=C(C1)C(F)F)O